(2-PYRROLIDIN-1-YLPYRIMIDIN-5-YL)BORONIC ACID N1(CCCC1)C1=NC=C(C=N1)B(O)O